C(C)C1C(COC1)N(C([O-])=O)C=1N=CC2=C(C(=C(C=C2C1)C1=C(C2=C(OCCN2)N=C1)C)F)N 4-Ethyltetrahydrofuran-3-yl(8-amino-7-fluoro-6-(8-methyl-2,3-dihydro-1H-pyrido[2,3-b][1,4]oxazin-7-yl)isoquinolin-3-yl)carbamate